2-(7-amino-2-(3-chlorophenyl)-2-methyl-naphtho[2,3-d][1,3]dioxolan-6-yl)propan-2-ol NC=1C(=CC2=CC3=C(OC(O3)(C)C3=CC(=CC=C3)Cl)C=C2C1)C(C)(C)O